ClC=1N(C2=C(C(=CC=C2C1SC1=CC=CC(=N1)CC(=O)O)Cl)F)C=1C=NN(C1)CC 2-(6-((2,6-dichloro-1-(1-ethyl-1H-pyrazol-4-yl)-7-fluoro-1H-indol-3-yl)thio)pyridine-2-yl)acetic acid